FC1=CC=C(OC=2C(C3=CC=CC(=C3C(C2)=O)O)=O)C=C1 2-(4-fluorophenoxy)-5-hydroxynaphthalene-1,4-dione